4,5-bis(diphenylphosphino)-9,9-diphenylxanthene C1(=CC=CC=C1)P(C1=CC=CC=2C(C3=CC=CC(=C3OC12)P(C1=CC=CC=C1)C1=CC=CC=C1)(C1=CC=CC=C1)C1=CC=CC=C1)C1=CC=CC=C1